N-{2-[(4aS,5aR)-5,5-difluoro-5a-methyl-1-(oxetan-2-yl)-4H,4aH,6H-cyclopropa[f]indazol-3-yl]-1H-indol-6-yl}-N-methylcarbamate FC1([C@H]2CC=3C(=NN(C3C[C@]21C)C2OCC2)C=2NC1=CC(=CC=C1C2)N(C([O-])=O)C)F